5-(2-((3R,4S)-3,4-difluoropyrrolidine-1-carbonyl)-8-((1S,2S)-2-(4-fluorophenyl)cyclopropyl)imidazo[1,2-b]pyridazin-6-yl)pyrimidine-2,4(1H,3H)-dione F[C@@H]1CN(C[C@@H]1F)C(=O)C=1N=C2N(N=C(C=C2[C@@H]2[C@H](C2)C2=CC=C(C=C2)F)C=2C(NC(NC2)=O)=O)C1